FC=1C=C(C=NC1)C=1C=C(C=CC1C(F)(F)F)NC(=O)N1C2CC(CC1(C2)C=2OC(=NN2)C)C cis-N-(3-(5-fluoropyridin-3-yl)-4-(trifluoromethyl)phenyl)-3-methyl-1-(5-methyl-1,3,4-oxadiazol-2-yl)-6-azabicyclo[3.1.1]heptane-6-carboxamide